amino-propylmethyldimethoxysilan NCO[Si](OC)(C)CCC